trans-4-((3-(1-Cyclopropyl-1H-pyrazol-4-yl)phenyl)((trans-4-(4-methoxy-3-methylphenyl)cyclohexyl)methyl)carbamoyl)-cyclohexyl cyclopropylcarbamate C1(CC1)NC(O[C@@H]1CC[C@H](CC1)C(N(C[C@@H]1CC[C@H](CC1)C1=CC(=C(C=C1)OC)C)C1=CC(=CC=C1)C=1C=NN(C1)C1CC1)=O)=O